methyl 2-ethyl-6-methoxy-1-oxo-2,3-dihydro-1H-indene-2-carboxylate C(C)C1(C(C2=CC(=CC=C2C1)OC)=O)C(=O)OC